[Si](C)(C)(C(C)(C)C)OCCCN(C1(CN(C1)C(=O)OCC1=CC=CC=C1)C#CCOC)S(=O)C(C)(C)C benzyl 3-({3-[(tert-butyldimethylsilyl)oxy]propyl}(2-methylpropane-2-sulfinyl)amino)-3-(3-methoxyprop-1-yn-1-yl)azetidine-1-carboxylate